FC(CCC(=O)O)F.C(C)(=O)OCC(F)F 2,2-difluoroethyl acetate (2,2-difluoroethyl acetate)